BrC=1C(=NC(=NC1)NC1=C(C=C(C=C1)S(=O)(=O)N1CCN(CC1)CC1=CC=C(C=C1)N1C(NC(CC1)=O)=O)C)NC1=C(C(=O)N)C(=CC=C1)F 2-((5-bromo-2-((4-((4-(4-(2,4-dioxotetrahydropyrimidin-1(2H)-yl)benzyl)piperazin-1-yl)sulfonyl)-2-methylphenyl)amino)pyrimidin-4-yl)amino)-6-fluorobenzamide